The molecule is a fatty acid anion 3:0 that is the conjugate base of 3-mercaptopropanoic acid. It has a role as an algal metabolite. It is a conjugate base of a 3-mercaptopropanoic acid. C(CS)C(=O)[O-]